N-[4-(azetidin-3-yloxy)-3-(3,5-dimethylisoxazol-4-yl)phenyl]cyclopropanecarboxamide N1CC(C1)OC1=C(C=C(C=C1)NC(=O)C1CC1)C=1C(=NOC1C)C